OC1(C2C=CC(C1)C2)C 5-hydroxy-5-methyl-bicyclo[2.2.1]-2-heptene